4-((4-(2-aminoethoxy)phenyl)amino)-2-(azepan-1-yl)pyrimido[4,5-d]pyridazin-5(6H)-one NCCOC1=CC=C(C=C1)NC1=NC(=NC=2C=NNC(C21)=O)N2CCCCCC2